C1(=CC=CC=C1)C(OC1=C(C(=O)OCC2=CC(=C(C=C2)O)OC)C=CC=C1)C1=CC=CC=C1 4-((diphenylmethoxy(benzoyloxy))methyl)-2-methoxyphenol